1-((2R,4aS,4bR,6aS,7S,7aS,8aR,8bR,8cR,10aR)-2-hydroxy-2,6a-dimethyloctadecahydrocyclopropa[4,5]cyclopenta[1,2-a]phenanthren-7-yl)-2-(2H-1,2,3-triazol-2-yl)ethan-1-one O[C@@]1(CC[C@@H]2[C@H]3CC[C@]4([C@H]([C@@H]3CC[C@@H]2C1)[C@H]1[C@@H]([C@@H]4C(CN4N=CC=N4)=O)C1)C)C